tert-butyl 6-(4,4,5,5-tetramethyl-1,3,2-dioxaborolan-2-yl)-1H-benzo[d]imidazole-1-carboxylate CC1(OB(OC1(C)C)C=1C=CC2=C(N(C=N2)C(=O)OC(C)(C)C)C1)C